COCCCN1C(C=C(C=C1C(F)(F)F)C(CC)=O)=O 1-(3-Methoxypropyl)-4-propionyl-6-(trifluoromethyl)pyridin-2(1H)-one